C(C1=CC=CC=C1)NC=1NC(C=2NC=NC2N1)=O benzylguanine